germanium telluride selenium [Se].[Ge]=[Te]